CN(C1=CC(=C(C=C1)C1=CN=C(S1)[C@@H]1CC[C@H](CC1)NC(OC(C)C)=O)S(NCC)(=O)=O)C isopropyl (trans-4-(5-(4-(dimethylamino)-2-(N-ethylsulfamoyl)phenyl)thiazol-2-yl)cyclohexyl)carbamate